5-(ethylthio)-2-methylbenzonitrile C(C)SC=1C=CC(=C(C#N)C1)C